Cl.FC=1C=C(C=CC1F)[C@H]1[C@@H](C1)NC1=C2C(=NC(=N1)SCCC)N(N=C2)CC N-((1R,2S)-2-(3,4-difluorophenyl)cyclopropyl)-6-(propylsulfanyl)-1-ethyl-1H-pyrazolo[3,4-d]pyrimidin-4-amine hydrochloride